CC1=C(C(=C(C(=C1C)OCCCC)C)C)O 2,3,5,6-tetramethyl-4-butoxy-phenol